ClCC=1C(=NOC1C1(CC1)F)C1=C(C=CC=C1Cl)Cl (chloromethyl)-3-(2,6-dichlorophenyl)-5-(1-fluorocyclopropyl)-1,2-oxazole